N1(C(CCC1)=O)C(=O)OC1CC(CCC1C(C)C)C menthol pyrrolidonecarboxylate